(5R)-2-[6-fluoro-2-[(1S,4S)-2-oxa-5-azabicyclo[2.2.1]hept-5-yl]pyridin-3-yl]-5-methyl-5H,6H,7H-pyrazolo[3,2-B][1,3]oxazine-3-carboxylic acid ethyl ester C(C)OC(=O)C=1C(=NN2C1O[C@@H](CC2)C)C=2C(=NC(=CC2)F)N2[C@@H]1CO[C@H](C2)C1